4-Chloro-3-fluoro-5-(trifluoromethyl)benzoic acid ClC1=C(C=C(C(=O)O)C=C1C(F)(F)F)F